NC=1C(=NON1)C1=NC2=C(N1CC1=CC=C(N=N1)C#N)C=CC=C2F 6-((2-(4-amino-1,2,5-oxadiazol-3-yl)-4-fluoro-benzoimidazol-1-yl)methyl)pyridazine-3-carbonitrile